pentacosyl-resorcinol C(CCCCCCCCCCCCCCCCCCCCCCCC)C1=C(O)C=CC=C1O